ClC=1C=C(C=CC1Cl)[C@H]([C@@H]1[C@H]([C@H]([C@@H](O1)N1C=CC2=C1NC=NC2=NO)O)O)O 7-((2R,3R,4S,5R)-5-((R)-(3,4-dichlorophenyl)(hydroxy)methyl)-3,4-dihydroxytetrahydrofuran-2-yl)-1,7-dihydro-4H-pyrrolo[2,3-d]pyrimidin-4-one oxime